CCCCC[C@@H](/C=C/[C@H]1[C@H](CC(=O)[C@@H]1C/C=C\\CCCC(=O)O)SC[C@@H](C(=O)NCC(=O)O)NC(=O)CC[C@@H](C(=O)O)N)O The molecule is a glutathione conjugate obtained by formal 1,4-addition of the thiol function of glutathione to the enone function of prostaglandin A2 (where the newly formed stereocentre at position 11 has S-configuration). It is a glutathione conjugate, an organic sulfide and a prostanoid. It derives from a prostaglandin A2. It is a conjugate acid of a (S)-PGA2-S-glutathione conjugate(2-).